CN(CCC1=CC=C(C=C1)C=1C=C(C2=CN(N=C2C1C)C(C(=O)NC=1SC=CN1)C1=C2N(C=N1)C[C@@H](C2)F)C(F)(F)F)C (6-(4-(2-(Dimethylamino)ethyl)phenyl)-7-methyl-4-(trifluoromethyl)-2H-indazol-2-yl)-2-((R)-6-fluoro-6,7-dihydro-5H-pyrrolo[1,2-c]imidazol-1-yl)-N-(thiazol-2-yl)acetamide